[C@H]1([C@H](O)[C@@H](O)[C@H](O)[C@H](O1)CO)OC[C@@H]1[C@H]([C@@H]([C@H](C(O)O1)O)O)O 6-O-alpha-D-glucopyranosyl-D-glucopyranose